NC=1C(=C(C=C2C=C(N=CC12)NC(OC1CC(C1)[C@@H](C)O)=O)C1=C(C2=C(OCCN2)N=C1)C)F (1R,3s)-3-((S)-1-Hydroxyethyl)cyclobutyl (8-amino-7-fluoro-6-(8-methyl-2,3-dihydro-1H-pyrido[2,3-b][1,4]oxazin-7-yl)isoquinolin-3-yl)carbamate